C1(CC1)CN1C(=CC2=CC=CC(=C12)OC[C@@H](C)O)C1=NC=2C(=CC=3CCN(C(C3C2)=O)C[C@@H](CF)NC(OC(C)(C)C)=O)N1C tert-butyl ((S)-1-(2-(1-(cyclopropylmethyl)-7-((R)-2-hydroxypropoxy)-1H-indol-2-yl)-1-methyl-5-oxo-1,5,7,8-tetrahydro-6H-imidazo[4,5-g]isoquinolin-6-yl)-3-fluoropropan-2-yl)carbamate